CN1C=NC(=C1)CO (1-methyl-1H-imidazol-4-yl)methanol